(E)-1-(2,4-Dichlorophenyl)-3-(4-hydroxy-3-nitrophenyl)prop-2-en-1-one ClC1=C(C=CC(=C1)Cl)C(\C=C\C1=CC(=C(C=C1)O)[N+](=O)[O-])=O